O1CCN(CC1)CC1=CC=C(C=C1)C#CC1=CC=C2CN(C(C2=C1)=O)[C@@H](C(=O)NC=1SC=CN1)C1=CC=CC=C1 |r| (2RS)-2-[6-[2-[4-(morpholinomethyl)phenyl]ethynyl]-1-oxo-isoindolin-2-yl]-2-phenyl-N-thiazol-2-yl-acetamide